FC=1C=C(C=C(C1)F)CC(=O)NN1C(C2=CC=CC=C2C(=N1)C1=C(C=CC(=C1)C)C)=O 2-(3,5-difluorophenyl)-N-[4-(2,5-dimethylphenyl)-1-oxophthalazin-2(1H)-yl]acetamide